NC=1SC2=C(N1)C(=CC(=C2)C#N)OC(F)(F)F 2-amino-4-(trifluoromethoxy)-1,3-benzothiazole-6-carbonitrile